C(C)(C)(CC)C1=CC=C(C(=C1)C(C)(C)CC)O 4,6-di-t-pentylphenol